BrC1=C(C2=C(C(N3[C@@H](CO2)CN(CC3)C(=O)OC(C)(C)C)=O)C=C1OC)F tert-butyl (12aR)-9-bromo-10-fluoro-8-methoxy-6-oxo-3,4,12,12a-tetrahydro-6H-pyrazino[2,1-c][1,4]benzoxazepine-2(1H)-carboxylate